NC=1C=C(C=C(C1)C(F)(F)F)NC(C)=O N-(3-amino-5-(trifluoromethyl)phenyl)acetic acid amide